3-[4-(1-oxopropan-2-yl)phenyl]propanoic acid O=CC(C)C1=CC=C(C=C1)CCC(=O)O